6-acryloyloxyethyldinaphthothiophene C(C=C)(=O)OCCC1=CC=2C=CC=CC2C=2C3=C(SC21)C=2C=CC=CC2C=C3